tert-butyl (3S)-3-(3-fluorophenyl)isoxazolidine-2-carboxylate FC=1C=C(C=CC1)[C@H]1N(OCC1)C(=O)OC(C)(C)C